ClC1=C(C=CC2=C1C(=N[C@H](C=1N2N=C(N1)C)C)C1=NC=CC=C1F)Cl (4S)-7,8-dichloro-6-(3-fluoro-2-pyridinyl)-2,4-dimethyl-4H-[1,2,4]triazolo[1,5-a][1,4]benzodiazepine